COC1=C(C=C(C=C1)OC1=CC=C(C=C1)C(F)(F)F)NC(=O)C1N(C(OC1)=O)C N-(2-Methoxy-5-(4-(trifluoromethyl)phenoxy)phenyl)-3-methyl-2-oxooxazolidine-4-carboxamide